((2,2-Difluoroethyl)amino)-4-(6-(6-((6-methoxypyridin-3-yl)methyl)-3,6-diazabicyclo[3.1.1]hept-3-yl)pyridin-3-yl)pyrazolo[1,5-a]pyridine-3-carbonitrile FC(CNC1=NN2C(C(=CC=C2)C=2C=NC(=CC2)N2CC3N(C(C2)C3)CC=3C=NC(=CC3)OC)=C1C#N)F